F[C@H]1[C@](CC(CC1)=O)(C)CN1C=NC2=C1C=C(C=C2)C#N (((1S,2R)-2-fluoro-1-methyl-5-oxocyclohexyl)methyl)-1H-benzo[d]imidazole-6-carbonitrile